C(C)OC1=CC=C(C=C1)N1C=NN(C1=O)CC1=CC(=C(OC(C(=O)OCC)(C)C)C(=C1)C)C Ethyl 2-(4-((4-(4-ethoxyphenyl)-5-oxo-4,5-dihydro-1H-1,2,4-triazol-1-yl)methyl)-2,6-dimethylphenoxy)-2-methylpropionate